ClC=1N=CC=C2C(C=CNC12)=O 8-chloro-1,7-naphthyridin-4(1H)-one